lithium naphthalene-d7 C1(=C(C(=C(C=2C(=C(C(=CC12)[2H])[2H])[2H])[2H])[2H])[2H])[2H].[Li]